2-Methyl-5-[[6-[3-(trifluoromethyl)phenyl]pyrazolo[4,3-b]pyridin-1-yl]methyl]-1,3,4-oxadiazole CC=1OC(=NN1)CN1N=CC2=NC=C(C=C21)C2=CC(=CC=C2)C(F)(F)F